C[C@@H](CC)NC(O[C@H]1CO[C@H](C1)C=1C=NC(=NC1)NC1=CC=C(C=C1)S(N)(=O)=O)=O |&1:7,10| (3RS,5RS)-5-{2-[(4-sulfamoylphenyl)amino]pyrimidin-5-yl}oxolan-3-yl N-[(2S)-butan-2-yl]carbamate